N'-acetyl-4-amino-N-((6-(1-(difluoromethyl)-1H-pyrazol-4-yl)-2-fluoropyridin-3-yl)methyl)-N',1-dimethyl-1H-pyrazolo[4,3-c]quinoline-8-carbohydrazide C(C)(=O)N(N(C(=O)C1=CC=2C3=C(C(=NC2C=C1)N)C=NN3C)CC=3C(=NC(=CC3)C=3C=NN(C3)C(F)F)F)C